(S)-2-(5-bromo-4-(4-chlorophenyl)-2-oxo-3-(3,3,3-trifluoro-2-hydroxypropyl)-2,3-dihydro-1H-imidazol-1-yl)ethylenimine BrC1=C(N(C(N1[C@@H]1NC1)=O)CC(C(F)(F)F)O)C1=CC=C(C=C1)Cl